FC1=CC(=C(N)C=C1C(F)(F)F)C=C 4-fluoro-5-(trifluoromethyl)-2-vinylaniline